4-(3-(1H-Indazol-5-yl)-2-{[4-(2-oxo-1,4-dihydro-2H-quinazolin-3-yl)-piperidine-1-carbonyl]-amino}-propionyl)-piperazine-1-carboxylic acid benzyl ester C(C1=CC=CC=C1)OC(=O)N1CCN(CC1)C(C(CC=1C=C2C=NNC2=CC1)NC(=O)N1CCC(CC1)N1C(NC2=CC=CC=C2C1)=O)=O